4-(8-cyclopropyl-6-vinylquinazolin-2-yl)morpholine C1(CC1)C=1C=C(C=C2C=NC(=NC12)N1CCOCC1)C=C